ClC=1C=C(C=NC1OC)C(=O)N(C)[C@@]1(C=C(C(C(C1)(C)C)=O)C#N)C 5-chloro-N-[(1S)-3-cyano-1,5,5-trimethyl-4-oxocyclohex-2-en-1-yl]-6-methoxy-N-methylpyridine-3-carboxamide